O=C1N(C[C@H](C1)CCC)[C@H](C(=O)N)CC (2S)-2-((4S)-2-oxo-4-propylpyrrolidinyl)butanamide